C(C1=CC=C(C=N1)O)([2H])([2H])[2H] 6-(methyl-d3)pyridin-3-ol